NC[C@H](C(=O)O)C (R)-3-(amino)-2-methylpropanoic acid